ammoniocarboxylate [NH3+]C(=O)[O-]